OC(CC(=O)N)(C)C 3-hydroxy-3-methylbutanamide